N1(C=NC=C1)CCNC(=O)N1CC2(CCN3N=C(C=C32)C=3C=NC2=CC=CC=C2C3)C1 N-[2-(1H-imidazol-1-yl)ethyl]-2'-(quinolin-3-yl)-5',6'-dihydrospiro[azetidine-3,4'-pyrrolo[1,2-b]pyrazole]-1-carboxamide